3-methoxyisothiazole-5-carboxylic acid COC1=NSC(=C1)C(=O)O